1-((2r,4s)-4-(4-amino-3-((1-ethyl-4,6-difluoro-2-methyl-1H-benzo[d]imidazol-5-yl)ethynyl)-1H-pyrazolo[4,3-c]pyridin-1-yl)-2-(methoxymethyl)pyrrolidin-1-yl)prop-2-en-1-one NC1=NC=CC2=C1C(=NN2[C@H]2C[C@@H](N(C2)C(C=C)=O)COC)C#CC2=C(C1=C(N(C(=N1)C)CC)C=C2F)F